Butyl 3-oxo-8-azabicyclo[3.2.1]octane-8-carboxylate O=C1CC2CCC(C1)N2C(=O)OCCCC